OC=1C=C(C=CC1O)/C=C/C=C/C=C/C(=O)N1CCCCC1 (2E,4E,6E)-7-(3,4-dihydroxyphenyl)-1-(piperidin-1-yl)hepta-2,4,6-trien-1-one